N-tert-butyl-4-[[2-(4-chloro-3-hydroxy-phenyl)acetyl]amino]pyridine-2-carboxamide C(C)(C)(C)NC(=O)C1=NC=CC(=C1)NC(CC1=CC(=C(C=C1)Cl)O)=O